NC=1C=C(C=CC1Cl)C(CC(=O)OC(C)(C)C)C1(CC1)C tert-Butyl 3-(3-amino-4-chlorophenyl)-3-(1-methylcyclopropyl)propanoate